[C@@H]1(CCC12OCCO2)N2N=CC(=C2)C=2C(=C(C=CC2)NC2=CC(=NC=C2C(=O)N)NC(=O)C2CC(C2)C)OC 4-((3-(1-((S)-5,8-dioxaspiro[3.4]octan-1-yl)-1H-pyrazol-4-yl)-2-methoxyphenyl)amino)-6-((1r,3S)-3-methylcyclobutane-1-carboxamido)nicotinamide